1-((tert-butoxycarbonyl)amino)-1,3-dihydrospiro[indene-2,4'-piperidine] C(C)(C)(C)OC(=O)NC1C2=CC=CC=C2CC12CCNCC2